2-hydroxyphenylphosphine OC1=C(C=CC=C1)P